tert-butyl N-{3-[(3-hydroxypropyl) amino] propyl}-N-methylcarbamate OCCCNCCCN(C(OC(C)(C)C)=O)C